3-(2-sulfonylethyl)cyclohexane-1-thiol S(=O)(=O)=CCC1CC(CCC1)S